C(\C=C\C(=O)OC1CCCCC1)(=O)OC1CCC(CC1)CCC (4-propylcyclohexyl) cyclohexyl fumarate